BrC1=C(C(=CC(=N1)NC(C)=O)C)C(F)(F)F N-(6-bromo-4-methyl-5-(trifluoromethyl)pyridin-2-yl)acetamide